ClC1=NC(=CC=C1C(=O)NS(=O)(=O)C1=CC=CC(=N1)NC(CCC1CC(N(C1)C(=O)OC(C)(C)C)(C)C)C)N1N=C(C=C1)OCCC1(CC1)C(F)(F)F tert-Butyl 4-[3-[[6-[[2-chloro-6-[3-[2-[1-(trifluoromethyl)cyclopropyl]ethoxy]pyrazol-1-yl]pyridine-3-carbonyl] sulfamoyl]-2-pyridyl]amino]butyl]-2,2-dimethyl-pyrrolidine-1-carboxylate